vanadium compound with magnesium dichloride [Cl-].[Cl-].[Mg+2].[V+5]